tert-butyl 4-(4-chloro-3-fluoro-phenyl)-3-fluoro-2-oxo-piperidine-1-carboxylate ClC1=C(C=C(C=C1)C1C(C(N(CC1)C(=O)OC(C)(C)C)=O)F)F